(3S,4R)-4-{[7-(3,3-difluorobutan-2-yl)pyrrolo[2,1-f][1,2,4]triazin-2-yl]amino}oxan-3-yl acetate C(C)(=O)O[C@@H]1COCC[C@H]1NC1=NN2C(C=N1)=CC=C2C(C)C(C)(F)F